(R)-6-(2-(3'-chloro-[1,1'-biphenyl]-3-yl)-2-hydroxyacetyl)-2-(1-(4-phenylthiophen-2-yl)cyclopropyl)-3,5,6,7,8,9-hexahydro-4H-pyrimido[5,4-c]azepin-4-one ClC=1C=C(C=CC1)C1=CC(=CC=C1)[C@H](C(=O)N1CC2=C(CCC1)N=C(NC2=O)C2(CC2)C=2SC=C(C2)C2=CC=CC=C2)O